1,3-Bis-tert-butoxycarbonyl-1-(3-(4-(6-oxo-2,2-diphenyl-6H-[1,3]dioxolo[4,5-h]chromen-8-yl)phenyl)propyl)guanidine C(C)(C)(C)OC(=O)N(C(=N)NC(=O)OC(C)(C)C)CCCC1=CC=C(C=C1)C=1OC=2C3=C(C=CC2C(C1)=O)OC(O3)(C3=CC=CC=C3)C3=CC=CC=C3